lanthanum yttrium molybdenum [Mo].[Y].[La]